Methyl-BenzAmide CC1=C(C(=O)N)C=CC=C1